FC1=C(C(=O)N)C=C(C=C1)NC1=NC=C(C(=N1)NCC1=NC=CC=C1N(S(=O)(=O)C)C)C(F)(F)F 2-fluoro-5-({4-[({3-[methyl(methylsulfonyl)amino]pyridin-2-yl}methyl)amino]-5-(trifluoromethyl)pyrimidin-2-yl}amino)benzamide